P-chlorobenzoic acid ethyl ester CCOC(=O)C1=CC=C(C=C1)Cl